CN(CCCC(=O)SC(CCC(=O)[O-])CCC(=O)[O-])C 4-((4-(dimethylamino)butanoyl)thio)heptanedioate